3-((S)-1-(((R)-tert-butylsulfinyl)imino)-1,3-dihydrospiro[indene-2,4'-piperidine]-1'-yl)-6-(2,3-dichlorophenyl)-5-methylpyrazine-2-carboxylic acid ethyl ester C(C)OC(=O)C1=NC(=C(N=C1N1CCC2(CC1)C(C1=CC=CC=C1C2)=N[S@](=O)C(C)(C)C)C)C2=C(C(=CC=C2)Cl)Cl